FC(C1=CC=C2C(NC(=NC2=C1)CCl)=O)(F)F 7-trifluoromethyl-2-chloromethylquinazolin-4(3H)-one